tert-butyl 4-(6-(5-((2-chloro-4-fluorophenyl)sulfonamido)-6-methoxypyridin-3-yl)pyrido[3,2-d]pyrimidin-4-yl)piperazine-1-carboxylate ClC1=C(C=CC(=C1)F)S(=O)(=O)NC=1C=C(C=NC1OC)C=1C=CC=2N=CN=C(C2N1)N1CCN(CC1)C(=O)OC(C)(C)C